O=C1N(C(C2=CC=CC=C12)=O)[C@@H]1[C@@H](CCCC1)NC(OC(C)(C)C)=O cis-tert-Butyl 2-(1,3-dioxoisoindolin-2-yl)cyclohexylcarbamate